(5-(aminomethyl)-1-oxoisoindol-2-yl)piperidine-2,6-dione hydrochloride Cl.NCC=1C=C2CN(C(C2=CC1)=O)N1C(CCCC1=O)=O